2-methoxy-N-(4-chloro-1-methyl-3-(trifluoromethyl)-1H-pyrazol-5-yl)benzamide COC1=C(C(=O)NC2=C(C(=NN2C)C(F)(F)F)Cl)C=CC=C1